(1,3-dimethyl-azetidin-3-yl)-(6-phenoxy-pyridin-3-yl)-(4-trifluoromethoxy-phenyl)-methanol CN1CC(C1)(C)C(O)(C1=CC=C(C=C1)OC(F)(F)F)C=1C=NC(=CC1)OC1=CC=CC=C1